NC1=NOC2=NC(=CC(=C21)C2=CC=C(C=C2)NC(NC2=CC(=C(C=C2)NC(C=C)=O)C)=O)C N-(4-(3-(4-(3-amino-6-methylisoxazolo[5,4-b]pyridin-4-yl)phenyl)ureido)-2-methylphenyl)acrylamide